6-fluoro-4-oxo-7-(3-pentanoylazetidin-1-yl)-1-(1,3-thiazol-2-yl)-1,4-dihydro-1,8-naphthyridine-3-carboxylic acid FC=1C=C2C(C(=CN(C2=NC1N1CC(C1)C(CCCC)=O)C=1SC=CN1)C(=O)O)=O